BrC=1C=NC2=CC(=C(C=C2C1)O)C=1N=NC(=CC1)N(C1CC(NC(C1)(C)C)(C)C)C 3-bromo-7-(6-(methyl(2,2,6,6-tetramethylpiperidin-4-yl)amino)pyridazin-3-yl)quinolin-6-ol